(R)-3-(5-(4-(6-amino-5-(difluoromethoxy)-4-methylpyridin-2-yl)-2-fluorophenyl)-2-oxooxazol-3(2H)-yl)piperidine-2,6-dione NC1=C(C(=CC(=N1)C1=CC(=C(C=C1)C1=CN(C(O1)=O)[C@H]1C(NC(CC1)=O)=O)F)C)OC(F)F